FC1=CC=C(C=C1)C1COCCN1C1=NC(=NC2=CC=C(C=C12)C1=C(C(N(C=C1)C)=O)C)C=1C=NN(C1)CC(C)(C)O 4-(3-(4-fluorophenyl)morpholino)-2-(1-(2-hydroxy-2-methylpropyl)-1H-pyrazol-4-yl)quinazolin-6-yl-1,3-dimethylpyridin-2(1H)-one